C1(C=CC(N1C1=CC=C(C=C1)N=C=O)=O)=O 4-(maleimido)phenyl isocyanate